2-chloro-4-(((2-isopropoxypyridin-3-yl)methyl)amino)pyrimidin-5-carboxamide ClC1=NC=C(C(=N1)NCC=1C(=NC=CC1)OC(C)C)C(=O)N